COC1=C(C=C(C=C1)C#N)N=C=S 2-methoxy-5-cyanophenyl isothiocyanate